p-aminophenyl phosphate P(=O)(OC1=CC=C(C=C1)N)([O-])[O-]